CC([C@H](N)C(=O)O)C1=CNC2=CC=CC=C12 β-Methyltryptophan